O=S1(N(CNCC1)CN1S(CCNC1)(=O)=O)=O 2-[(1,1-Dioxo-1,2,4-thiadiazinan-2-yl)methyl]-1,2,4-thiadiazinan-1,1-dioxid